O[C@@H]1C[C@H](N(C1)C(C(C(C)C)C1=CC(=NO1)CCCOCCOCCO)=O)C(=O)NCC1=CC=C(C=C1)C1=C(N=CS1)C (2S,4R)-4-hydroxy-1-[2-(3-[3-[2-(2-hydroxyethoxy)ethoxy]propyl]-1,2-oxazol-5-yl)-3-methylbutanoyl]-N-[[4-(4-methyl-1,3-thiazol-5-yl)phenyl]methyl]pyrrolidine-2-carboxamide